N1(N=CC=C1)C1CCN(CC1)C(=O)C1=NC2=CC=C(C=C2C(=C1)C(=O)N1CCCCC1)OCC1=CC=2C(=NON2)C=C1 (4-(1H-pyrazol-1-yl)piperidin-1-yl)(6-(benzo[c][1,2,5]-oxadiazol-5-ylmethoxy)-4-(piperidine-1-carbonyl)-quinolin-2-yl)methanone